2,4-dihydro-3H-triazol-3-carboxamide N=1NN(CC1)C(=O)N